2-phenoxy-N-[2-(pyridin-3-yl)-1,3-benzoxazol-5-yl]pyridine-3-carboxamide O(C1=CC=CC=C1)C1=NC=CC=C1C(=O)NC=1C=CC2=C(N=C(O2)C=2C=NC=CC2)C1